lithium 2-((3bS,4aS)-3-cyclopropyl-3b,4,4a,5-tetrahydro-1H-cyclopropa[3,4]cyclopenta[1,2-c]pyrazol-1-yl)acetate C1(CC1)C=1C2=C(N(N1)CC(=O)[O-])C[C@H]1[C@@H]2C1.[Li+]